3-(1-methylethoxy)-4-methylcyclobut-3-ene-1,2-dione CC(C)OC=1C(C(C1C)=O)=O